C1(CCCCC1)C=1C=CC(=NC1)CN(C(=O)[C@@H]1N(CC1)C(=O)OC(C)(C)C)C1=CC(=CC=C1)C(F)F tert-butyl (R)-2-(((5-cyclohexylpyridin-2-yl)methyl) (3-(difluoromethyl)phenyl)carbamoyl)azetidine-1-carboxylate